NC1(C(CCC(C1)CCB(O)O)CO)C(=O)O 1-amino-5-(2-boronoethyl)-2-(hydroxymethyl)cyclohexanecarboxylic acid